Fluorenyl-cyanoindanone C1(=CC=CC=2C3=CC=CC=C3CC12)C1(C(C2=CC=CC=C2C1)=O)C#N